1-[4-[5-methoxy-3-(trifluoromethyl)pyrazol-1-yl]phenyl]methylamine COC1=CC(=NN1C1=CC=C(C=C1)CN)C(F)(F)F